1,3-bis(oleoyloxy)propan-2-yl [{(2S,6R)-6-(5-methyl-2,4-dioxo-3,4-dihydropyrimidin-1(2H)-yl)morpholin-2-yl}methyl] succinate C(CCC(=O)OC[C@@H]1CNC[C@@H](O1)N1C(NC(C(=C1)C)=O)=O)(=O)OC(COC(CCCCCCC\C=C/CCCCCCCC)=O)COC(CCCCCCC\C=C/CCCCCCCC)=O